4-((8-methyl-2,3-dihydro-1H-pyrido[2,3-b][1,4]oxazin-7-yl)amino)-2-oxo-N-(3-oxo-3,4-dihydro-2H-benzo[b][1,4]oxazin-6-yl)-1,2-dihydropyridine-3-carboxamide CC1=C(C=NC=2OCCNC21)NC2=C(C(NC=C2)=O)C(=O)NC2=CC1=C(OCC(N1)=O)C=C2